C(C1CO1)OCCC[SiH2]C(OCC)OCC 3-glycidoxypropyl-(diethoxy)methylsilane